C(C)C1(CN(CCN1)C(=O)OCC[Si](C)(C)C)CC 2-(trimethylsilyl)ethyl 3,3-diethylpiperazine-1-carboxylate